Cl.Cl.N[C@H](C(=O)OC(C(=O)N1CCOCC1)C)CC1=CC(=CC=C1)S(=O)(=O)N1CC(C1)(OC=1C=NC(=CC1)C)C1=CC=C(C=C1)F 1-(Morpholin-4-yl)-1-oxopropan-2-yl (2S)-2-amino-3-[3-({3-(4-fluorophenyl)-3-[(6-methylpyridin-3-yl)oxy]azetidin-1-yl}sulfonyl)phenyl]propanoate dihydrochloride